N-cyclobutyl-5-((1-methyl-2-oxo-1,2-dihydropyridin-3-yl)amino)-7-((methyl-d3)amino)pyrazolo[1,5-a]pyrimidine-3-carboxamide C1(CCC1)NC(=O)C=1C=NN2C1N=C(C=C2NC([2H])([2H])[2H])NC=2C(N(C=CC2)C)=O